CNCCCCCCCC1=NC=CC=C1 methyl-[7-(pyridin-2-yl)heptyl]amine